O1CCOC2=C1C=CC(=C2)C2=C(C#N)C(=CC=C2)B2OC(C(O2)(C)C)(C)C 2-(2,3-dihydro-1,4-benzodioxin-6-yl)-6-(4,4,5,5-tetramethyl-1,3,2-dioxaborolan-2-yl)benzonitrile